methyl 6-(3,3-difluorocyclobutyl)-5-fluoropyridine-3-carboxylate FC1(CC(C1)C1=C(C=C(C=N1)C(=O)OC)F)F